1-(1-tetradecyl)-2-ethylpyridinium C(CCCCCCCCCCCCC)[N+]1=C(C=CC=C1)CC